1-chloro-n-butane ClCCCC